Cl.FC1=CC(=CC2=CN(N=C12)C)C1=CC2=C(C=N1)N=C(S2)OC2CCNCC2 6-(7-fluoro-2-methyl-2H-indazol-5-yl)-2-[(piperidin-4-yl)oxy][1,3]thiazolo[4,5-c]pyridine hydrochloride